cis-tert-Butyl 3-amino-3-(hydroxymethyl)cyclobutanecarboxylate NC1(CC(C1)C(=O)OC(C)(C)C)CO